2,4-dioxo-1,2,3,4-tetrahydropyrimidine-5-nitrile O=C1NC=C(C(N1)=O)C#N